butylamine cesium lead chloride bromide [Pb](Br)Cl.[Cs].C(CCC)N